1-(1-([1,1'-biphenyl]-4-yl)ethyl)-4-fluoro-1H-pyrazole C1(=CC=C(C=C1)C(C)N1N=CC(=C1)F)C1=CC=CC=C1